1-ethyl-4-fluoro-8-(1-methylpyrrolidin-3-yl)-2-(trifluoromethyl)chromeno[7,8-d]imidazol-6(1H)-one C(C)N1C(=NC2=C1C=1OC(=CC(C1C=C2F)=O)C2CN(CC2)C)C(F)(F)F